5-((1S,4S)-2,5-diazabicyclo[2.2.1]heptan-2-yl)-2-(5-(8-methoxy-[1,2,4]triazolo[1,5-a]pyridin-6-yl)-4-(2,2,2-trifluoroethyl)-1H-pyrazol-3-yl)-4-methylthiazole [C@@H]12N(C[C@@H](NC1)C2)C2=C(N=C(S2)C2=NNC(=C2CC(F)(F)F)C=2C=C(C=1N(C2)N=CN1)OC)C